Cl.COC(=O)[C@@]1(NC[C@@H](C1)F)CCCI (2r,4r)-4-fluoro-2-(3-iodopropyl)pyrrolidine-2-carboxylic acid methyl ester HCl salt